N-(3-chloro-5-(methylsulfonamido)phenyl)-1-methyl-3-(pyridin-2-yl)-1H-pyrazole-5-carboxamide ClC=1C=C(C=C(C1)NS(=O)(=O)C)NC(=O)C1=CC(=NN1C)C1=NC=CC=C1